(E)-2,2-difluoro-5-(2-nitroprop-1-en-1-yl)benzo[d][1,3]dioxole FC1(OC2=C(O1)C=CC(=C2)\C=C(/C)\[N+](=O)[O-])F